ClC=1C(=CC2=C(C[C@](O2)(C2=CC=CC=C2)CNC)C1C1=C(C(=O)N)C=CC(=C1F)OC)F 2-((2s,4s)-5-chloro-6-fluoro-2-((methylamino)methyl)-2-phenyl-2,3-dihydrobenzofuran-4-yl)-3-fluoro-4-methoxybenzamide